2-((cis)-3-(trifluoromethoxy)cyclobutoxy)acetic acid tert-butyl ester C(C)(C)(C)OC(CO[C@@H]1C[C@@H](C1)OC(F)(F)F)=O